COCC(CC)NC1=NC=C(C(=N1)N1C=C(C=C1)C(=O)NC(CO)C1=CC(=CC=C1)Cl)C 1-(2-((1-methoxybutan-2-yl)amino)-5-methylpyrimidin-4-yl)-N-(1-(3-chlorophenyl)-2-hydroxyethyl)-1H-pyrrole-3-carboxamide